BrC1=C(C(=CC=C1)F)C 1-bromo-3-fluoro-2-methylbenzene